CC1=C(C(=CC(=C1C)O)C)C=1C(=CC(=C(C1)O)C1=C(C(=C(C=C1C)C)C)C)O 2,2'',3,3'',4'',6,6''-heptamethyl-[1,1':4',1''-terphenyl]-2',4,5'-triol